benzyl (1s,4s)-4-(2-(4-(4-acetylpiperazin-1-yl)phenylamino)-5-carbamoylpyrimidin-4-ylamino)cyclohexylcarbamate C(C)(=O)N1CCN(CC1)C1=CC=C(C=C1)NC1=NC=C(C(=N1)NC1CCC(CC1)NC(OCC1=CC=CC=C1)=O)C(N)=O